C(C)(C)(C)C1=CC=C(C=C1)C(=O)C1=CC=C(C=C1)OC1=CC=NC2=CC(=C(C=C12)OC)OC (4-tert-butylphenyl){4-[(6,7-dimethoxy-4-quinolyl)oxy]phenyl}methaneone